5-((1R,5S,6r)-6-((3,5-difluorophenoxy)methyl)-3-azabicyclo[3.1.0]hexan-3-yl)-1-methyl-2-(6-(trifluoromethyl)pyridin-2-yl)-1H-imidazo[4,5-b]pyrazine FC=1C=C(OCC2[C@H]3CN(C[C@@H]23)C=2N=C3C(=NC2)N(C(=N3)C3=NC(=CC=C3)C(F)(F)F)C)C=C(C1)F